C1(=CC=CC=C1)C1=C(C2=C(SC3=C2C=CC=C3)C=C1)C1=NN=NC(=C1C1=CC=CC=C1)C1=CC=CC=C1 (phenyl)[di(phenyl)triazinyl]Dibenzothiophene